FC=1C=C(C=NC1)C=1N=C(C2=C(N1)C[NH2+]CC2)NCCC2=C(NC1=CC=C(C=C21)OC)C 2-(5-fluoropyridin-3-yl)-4-{[2-(5-methoxy-2-methyl-1H-indol-3-yl)ethyl]amino}-5H,6H,7H,8H-pyrido[3,4-d]pyrimidin-7-ium